(7S)-N-(2,4-difluorobenzyl)-12-hydroxy-1,11-dioxo-1,3,4,6,7,11-hexahydro-2,7-methanopyrido[1,2-d][1,4,7]oxadiazonine-10-carboxamide FC1=C(CNC(=O)C=2C(C(=C3N([C@@H]4COCCN(C3=O)C4)C2)O)=O)C=CC(=C1)F